F[B-](F)(F)F.C(#N)C1=CC=C(C=C1)C=1N(C=C[N+]1C1=CC=CC=C1)C1=CC=CC=C1 2-(4-cyanophenyl)-1,3-diphenyl-1H-imidazolium tetrafluoroborate